COC[C@@H](C)OC=1C=C(C[C@H]2N(CCC2)C2=CC(=CC(N2)=O)N2CCOCC2)C=CC1 6-((S)-2-(3-(((R)-1-methoxypropan-2-yl)oxy)benzyl)pyrrolidin-1-yl)-4-morpholinopyridin-2(1H)-one